tert-butyl 5-(2-{6-chloro-8-cyanoimidazo[1,2-a]pyridin-2-yl} propanamido)-3-cyclopropyl-1H-pyrazole-1-carboxylate ClC=1C=C(C=2N(C1)C=C(N2)C(C(=O)NC2=CC(=NN2C(=O)OC(C)(C)C)C2CC2)C)C#N